5-Amino-4-methyl-6-(trifluoromethyl)nicotinonitrile NC=1C(=NC=C(C#N)C1C)C(F)(F)F